FC1(C(C1CCCCCC)CC(=O)O)F 2-(2,2-difluoro-3-hexylcyclopropyl)acetic acid